(S)-2-[[(3S)-1-[2-methyl-6-[[5-(4-pyridyl)thiazol-2-yl]amino]pyrimidin-4-yl]pyrrolidin-3-yl]carbamoyl]pyrrolidine-1-carboxylate CC1=NC(=CC(=N1)N1C[C@H](CC1)NC(=O)[C@H]1N(CCC1)C(=O)[O-])NC=1SC(=CN1)C1=CC=NC=C1